(S)-4-(9-(3-Aminopyrrolidin-1-yl)-5,6,7,8-tetrahydroacridin-2-yl)-N-(4-((4-methylpiperazin-1-yl)sulfonyl)phenyl)pyridin-2-amine N[C@@H]1CN(CC1)C=1C=2CCCCC2N=C2C=CC(=CC12)C1=CC(=NC=C1)NC1=CC=C(C=C1)S(=O)(=O)N1CCN(CC1)C